C(C=C)(=O)NC=1C=C2C=CN=C(C2=CC1)N1C[C@@H](CC1)NC(OC(C)(C)C)=O (R)-tert-butyl (1-(6-acrylamidoisoquinolin-1-yl)pyrrolidin-3-yl)carbamate